(2E)-3-(benzo[b]thiophen-2-yl)-1-(pyridin-2-yl)prop-2-en-1-one S1C2=C(C=C1/C=C/C(=O)C1=NC=CC=C1)C=CC=C2